3,6-di-tert-butyl-9-fluorenone C(C)(C)(C)C=1C=CC=2C(C3=CC=C(C=C3C2C1)C(C)(C)C)=O